2-(2-(2-ethoxyethoxy)ethoxy)ethylamine C(C)OCCOCCOCCN